BrC=1C=C(C=NC1[C@H](C)OC)C1(CCNCC1)O (S)-4-(5-bromo-6-(1-methoxyethyl)pyridin-3-yl)-4-hydroxypiperidin